ClC1=C(C=C(C=C1)F)C1=CC(=C(N=N1)NC)NC1=CC(=NC=C1)NC(C=CN1CCN(CC1)C)=O N-(4-((6-(2-chloro-5-fluorophenyl)-3-(methylamino)pyridazin-4-yl)amino)pyridin-2-yl)-3-(4-methylpiperazin-1-yl)propenamide